C1(CC1)[S@@](=O)C=1N=C2N(N1)[C@@H](C[C@@H]2F)C2=CC=CC=C2 (5s,7s)-2-[(R)-cyclopropylsulfinyl]-7-fluoro-5-phenyl-6,7-dihydro-5H-pyrrolo[1,2-b][1,2,4]triazole